(2-methyl-8-(trifluoromethyl)phenanthridin-6-yl)diphenylphosphine oxide CC1=CC2=C3C=CC(=CC3=C(N=C2C=C1)P(C1=CC=CC=C1)(C1=CC=CC=C1)=O)C(F)(F)F